2,6-bis(2,7-bis(trifluoromethyl)-9H-carbazol-9-yl)isonicotinonitrile FC(C1=CC=2N(C3=CC(=CC=C3C2C=C1)C(F)(F)F)C=1C=C(C#N)C=C(N1)N1C2=CC(=CC=C2C=2C=CC(=CC12)C(F)(F)F)C(F)(F)F)(F)F